BrC1=CC=C(C=C1)C[C@@H](C(=O)OC)NC(=O)OC(C)(C)C (S)-methyl 3-(4-bromo-phenyl)-2-tert-butoxycarbonylamino-propionate